C(CCCCCCCCCCC\C=C/CCCCCCCC)OCC(COCCCCCCCC)N(C)C 1-[(13Z)-docosa-13-en-1-yloxy]-N,N-dimethyl-3-(octyloxy)propan-2-amine